3-[(2-methyl-2-azaspiro[3.3]hept-6-yl)oxy]-5-(5-methyl-1,3-thiazol-2-yl)-N-{(1R)-1-[2-(trifluoromethyl)pyrimidin-5-yl]ethyl}benzamide tritriacontyl-palmitoleate C(CCCCCCCCCCCCCCCCCCCCCCCCCCCCCCCC)OC(CCCCCCC\C=C/CCCCCC)=O.CN1CC2(C1)CC(C2)OC=2C=C(C(=O)N[C@H](C)C=1C=NC(=NC1)C(F)(F)F)C=C(C2)C=2SC(=CN2)C